2-(2-(methoxymethoxy)-4-(5-methylthiophen-2-yl)phenyl)-4,4,5,5-tetramethyl-1,3,2-dioxaborolane COCOC1=C(C=CC(=C1)C=1SC(=CC1)C)B1OC(C(O1)(C)C)(C)C